C(C)N=C=NCCCN(C)C L-1-ethyl-(3-dimethylaminopropyl)carbodiimide